Methyl 5-methyl-4-(4-nitrophenyl)-1H-pyrrole-2-carboxylate CC1=C(C=C(N1)C(=O)OC)C1=CC=C(C=C1)[N+](=O)[O-]